C(C1=CC=CC=C1)OC1=CC(=C(C(=O)OCC2=CC=CC=C2)C=C1I)O Benzyl 4-(benzyloxy)-2-hydroxy-5-iodobenzoate